ClC=1C(N(N=CC1NC([2H])([2H])[C@H]1COCCC1)C1CCN(CC1)S(=O)(=O)C1=NC=C(C=C1)C1CC1)=O (S)-4-chloro-2-(1-((5-cyclopropylpyridin-2-yl)sulfonyl)piperidin-4-yl)-5-(((tetrahydro-2H-pyran-3-yl)methyl-d2)amino)pyridazin-3(2H)-one